((7-[3-(difluoromethoxy)-8-ethynyl-7-fluoronaphthalen-1-yl]-8-fluoro-5-[(2S)-2-methylazetidin-1-yl]pyrido[4,3-d]pyrimidin-2-yloxy)methyl)-2-fluoro-hexahydropyrrolizine FC(OC=1C=C(C2=C(C(=CC=C2C1)F)C#C)C1=C(C=2N=C(N=CC2C(=N1)N1[C@H](CC1)C)OCC1C(CN2CCCC12)F)F)F